C(C)(C)NC(=O)C1=NN2C(N=C(C=C2N2CCOCC2)N2N=C(C=C2)C2=CC=CC=C2)=C1 N-isopropyl-7-morpholino-5-(3-phenylpyrazol-1-yl)pyrazolo[1,5-a]pyrimidine-2-carboxamide